O=C1NC(CCC1N1C(C2=CC=C(C=C2C1=O)NCC)=O)=O 2-(2,6-dioxopiperidin-3-yl)-5-(ethylamino)isoindole-1,3-dione